1,2-diphenyl-picrylhydrazine (3S*,4S*)-3-((2-(trimethylsilyl)ethoxy)methoxy)tetrahydro-2H-thiopyran-4-yl-methanesulfonate C[Si](CCOCO[C@@H]1CSCC[C@@H]1CS(=O)(=O)O)(C)C.C1(=CC=CC=C1)C1(C([N+](=O)[O-])(C=C([N+](=O)[O-])C=C1[N+](=O)[O-])C1=CC=CC=C1)NN |o1:7,12|